ClC1=CC(=C(COC2=CC(=CC(=N2)C=2CCN(CC2)CC2=NC3=C(N2C[C@H]2OCC2)C=C(C=C3)C(=O)O)C3=CC=CC=C3)C=C1)F (S)-2-((6-((4-chloro-2-fluorobenzyl)oxy)-4-phenyl-3',6'-dihydro-[2,4'-bipyridin]-1'(2'H)-yl)methyl)-1-(oxetan-2-ylmethyl)-1H-benzo[d]imidazole-6-carboxylic acid